BrC=1C=C(C=C(C1)Cl)CCNC(=O)[C@H]1N(C[C@@H](C1)O)C([C@H](C(C)(C)C)N1N=NC(=C1)C1CC1)=O (2S,4R)-N-[2-(3-bromo-5-chloro-phenyl)ethyl]-1-[(2S)-2-(4-cyclopropyltriazol-1-yl)-3,3-dimethyl-butanoyl]-4-hydroxy-pyrrolidine-2-carboxamide